(3-chloro-6-methoxypyridin-2-yl)(7-{[2-(4-chlorophenyl)imidazo[1,2-a]pyridin-3-yl]methyl}-3-oxa-7,9-diazabicyclo[3.3.1]non-9-yl)methanone ClC=1C(=NC(=CC1)OC)C(=O)N1C2COCC1CN(C2)CC2=C(N=C1N2C=CC=C1)C1=CC=C(C=C1)Cl